2-[[1-(3-chloropropylsulfonyl)-4-piperidinyl]amino]-6-(difluoro-methyl)-8-[(1r,2r)-2-hydroxy-2-methyl-cyclopentyl]pyrido[2,3-d]pyrimidin-7-one ClCCCS(=O)(=O)N1CCC(CC1)NC=1N=CC2=C(N1)N(C(C(=C2)C(F)F)=O)[C@H]2[C@](CCC2)(C)O